C(C)OCOC1=C(C=CC=C1)OC(F)(F)F 1-(ethoxymethoxy)-2-(trifluoromethoxy)benzene